4-isobutyl-8-benzylaminocarbonyl-2-isobutyl-4,9-diazatricyclo[5.3.1.03,8]Undecane C(C(C)C)N1C2C(C3CNC2(C(CC1)C3)C(=O)NCC3=CC=CC=C3)CC(C)C